1-(4-((2,4-dioxotetrahydropyrimidin-1(2H)-yl)methyl)phenyl)piperidine-4-carbaldehyde O=C1N(CCC(N1)=O)CC1=CC=C(C=C1)N1CCC(CC1)C=O